1-(aminomethyl)cyclopentylamine NCC1(CCCC1)N